NCCN1CCN(CC1)CCOC1=CC=C(C=C1)C1=CC=C(C=C1)/C=C/CN1C(=NC=C1)[C@H](C)O (S,E)-1-(1-(3-(4'-(2-(4-(2-aminoethyl)piperazin-1-yl)ethoxy)-[1,1'-biphenyl]-4-yl)allyl)-1H-imidazol-2-yl)ethan-1-ol